N-(2-(7-hydroxy-1-methyl-1H-pyrrolo[2,3-c]pyridin-3-yl)-1-(2-(trifluoromethyl)benzyl)-1H-benzo[d]imidazol-4-yl)ethanesulfonamide OC=1N=CC=C2C1N(C=C2C2=NC1=C(N2CC2=C(C=CC=C2)C(F)(F)F)C=CC=C1NS(=O)(=O)CC)C